OC=1C=C(C2=C(OC(OC2=O)(C2=CC=CC=C2)C2=CC=CC=C2)C1C=1C=C(C=CC1)C)CCCCC 7-hydroxy-5-pentyl-2,2-diphenyl-8-(m-tolyl)-4H-benzo[d][1,3]dioxin-4-one